NC1=NN2C(C=C(C=C2)C=2C=NN(C2)CC(=O)NC2=CC=C(C=C2)C(C)C#N)=N1 2-[4-(2-Amino-[1,2,4]triazolo[1,5-a]pyridin-7-yl)pyrazol-1-yl]-N-[4-(1-cyanoethyl)phenyl]acetamide